3-(trifluoromethoxy)azetidine-1-sulfonamide methoxymethyl-4-hydroxy-2,6-dimethoxy-3,5-dimethylbenzoate COCOC(C1=C(C(=C(C(=C1OC)C)O)C)OC)=O.FC(OC1CN(C1)S(=O)(=O)N)(F)F